CSC1=C(C=CC(=C1)S(F)(F)(F)(F)F)O 2-(methylthio)-4-(pentafluoro-λ6-sulfaneyl)phenol